tert-butyl (2r,5r)-2-formyl-5-methylpyrrolidine-1-carboxylate C(=O)[C@@H]1N([C@@H](CC1)C)C(=O)OC(C)(C)C